N-[2-(fluoromethyl)-5-(furan-2-yl)-[1,2,4]triazolo[1,5-c]pyrimidin-7-yl]cyclopropanecarboxamide FCC1=NN2C(=NC(=CC2=N1)NC(=O)C1CC1)C=1OC=CC1